4-chloro-7H-pyrrolo[2,3-d]pyrimidine-5-carbaldehyde oxime ClC=1C2=C(N=CN1)NC=C2C=NO